4-methyl-1-(4-nitrophenyl)piperidine CC1CCN(CC1)C1=CC=C(C=C1)[N+](=O)[O-]